FC1=C(C(=C(C(=C1[2H])[2H])[2H])[2H])N1C=C(C=C1)C=O (2-fluoro-3,4,5,6-tetradeuterophenyl)-1H-pyrrole-3-formaldehyde